NC1=C2C=NC=NC2=C(C=C1C1=CC=C(C=C1)OC1=NC=CC=C1)C=1C=C(C=CC1)NC(C=C)=O N-(3-(5-amino-6-(4-(pyridin-2-yloxy)phenyl)quinazolin-8-yl)phenyl)acrylamide